4-(3-(6-fluoro-4-methylpyridin-3-yl)-7,8-dihydro-1,6-naphthyridin-6(5H)-yl)-6-methoxyquinazoline FC1=CC(=C(C=N1)C=1C=NC=2CCN(CC2C1)C1=NC=NC2=CC=C(C=C12)OC)C